ClC1(C(C1C1=CC(=CC(=C1)Cl)Cl)C(=O)NC1=C(C(=O)NC2=CC=C(C=C2)SCC(F)(F)F)C=CC=C1)Cl (2,2-dichloro-3-(3,5-dichlorophenyl)cyclopropane-1-carboxamido)-N-(4-((2,2,2-trifluoroethyl)thio)phenyl)benzamide